[N-(4-Amino-5-benzoylthiazol-2-yl)-4-(trifluoromethyl)anilino]propanamid NC=1N=C(SC1C(C1=CC=CC=C1)=O)N(C1=CC=C(C=C1)C(F)(F)F)C(C(=O)N)C